CC1(CC(N2N1C1C(C2(C)C)=C(C=2C=CC=CC21)C2=CC=C(C=C2)C)=O)C 3,3,10,10-Tetramethyl-9-(p-tolyl)-2,3,4a,10-tetrahydro-1H-indeno[1,2-c]pyrazolo[1,2-a]pyrazol-1-one